OC[C@@H](C(=O)OCC1=CC=CC=C1)NC(=O)OC(C)(C)C benzyl (2S)-3-hydroxy-2-[(2-methylpropan-2-yl)oxycarbonylamino]propanoate